2-(6-(((1R,3S,5S)-8-azabicyclo[3.2.1]octan-3-yl)(methyl)amino)pyridazin-3-yl)-5-(6-methylpyridin-3-yl)phenol [C@H]12CC(C[C@H](CC1)N2)N(C2=CC=C(N=N2)C2=C(C=C(C=C2)C=2C=NC(=CC2)C)O)C